C(C)(C)O[Ta](OC(C)C)(OC(C)C)(OC(C)C)OC(C)C pentaisopropoxytantalum